4-(4-(bromomethyl)pyridin-3-yl)aniline BrCC1=C(C=NC=C1)C1=CC=C(N)C=C1